C1(C=CC(N1C(C(=O)N)C)=O)=O maleimido-propanamide